3-(3-nitrophenyl)acrylonitrile [N+](=O)([O-])C=1C=C(C=CC1)C=CC#N